C(\C=C\C(=O)O)(=O)O.COC1=CC=C(C2=CC=CC=C12)CCN(C)C 2-(4-methoxynaphthalen-1-yl)-N,N-dimethylethan-1-amine fumarate